N-(4-Cyano-3-(thiazol-4-yl)thiophen-2-yl)-2-(2-oxo-6-(trifluoromethyl)quinolin-1(2H)-yl)acetamide C(#N)C=1C(=C(SC1)NC(CN1C(C=CC2=CC(=CC=C12)C(F)(F)F)=O)=O)C=1N=CSC1